C(C)(C)(C)N1N=CC(=C1)C(=O)NC1CCCC2=CC(=CC=C12)C=1C2=C(N=CN1)NC(=C2)C=2C=NN(C2)C 1-(tert-butyl)-N-(6-(6-(1-methyl-1H-pyrazol-4-yl)-7H-pyrrolo[2,3-d]pyrimidin-4-yl)-1,2,3,4-tetrahydronaphthalen-1-yl)-1H-pyrazole-4-carboxamide